ClC=1C(NC2=C(C(=CC=C2C1)C(=O)OC)F)=O methyl 3-chloro-8-fluoro-2-oxo-1,2-dihydroquinoline-7-carboxylate